3,3-dimethyl-2,4-pentanedione CC(C(C)=O)(C(C)=O)C